bicyclo[4.3.0]nona-1,3,5,7-tetraen C12=CC=CC=C2C=CC1